e-chloropyridin ClC1=NC=CC=C1